C1(C(CCCCC1)O)O 1,2-cycloheptandiol